tert-butyl (1R,5S,6r)-6-(6-methoxy [1,2,4]triazolo[4,3-a]pyridin-3-yl)-3-azabicyclo[3.1.0]hexane-3-carboxylate COC=1C=CC=2N(C1)C(=NN2)C2[C@H]1CN(C[C@@H]21)C(=O)OC(C)(C)C